(S)-3-cyclopropyl-1-(1-(6-ethoxy-5-methoxypyridin-2-yl)-2-(methylsulfonyl)ethyl)-5-(trifluoromethyl)-1H-benzo[d]imidazol-2(3H)-one C1(CC1)N1C(N(C2=C1C=C(C=C2)C(F)(F)F)[C@H](CS(=O)(=O)C)C2=NC(=C(C=C2)OC)OCC)=O